COC1=C(C=C2C(=C1)C=C(C(=O)O2)OC3=CC4=C(C=C3)C=CC(=O)O4)O The molecule is a member of the class of coumarins that is coumarin substituted by a hydroxy group at position 7, a methoxy group at position 6 and a (2-oxo-2H-chromen-7-yl)oxy group at position 3. It has a role as a metabolite, an antiviral agent and an antineoplastic agent. It is a hydroxycoumarin and an aromatic ether. It derives from a coumarin.